sorbic acid trioleate C(CCCCCCC\C=C/CCCCCCCC)(=O)O.C(CCCCCCC\C=C/CCCCCCCC)(=O)O.C(CCCCCCC\C=C/CCCCCCCC)(=O)O.C(\C=C\C=C\C)(=O)O